ClC1=C(C(=CC=C1)Cl)C1(CN(C1)C1=C(C=C(CN2CCC(CC2)C(=O)OC)C=C1C)C)F methyl 1-(4-(3-(2,6-dichlorophenyl)-3-fluoroazetidin-1-yl)-3,5-dimethylbenzyl)piperidine-4-carboxylate